1,2-bis(methyl-diethoxysilyl)ethane C[Si](CC[Si](OCC)(OCC)C)(OCC)OCC